FC=1C=NC(=NC1)C1=C(C(=NC=C1)N)OC 4-(5-fluoropyrimidin-2-yl)-3-methoxypyridin-2-amine